3-(N,N-dimethylaminocarbonyl)phenylboronic acid CN(C(=O)C=1C=C(C=CC1)B(O)O)C